2-(8-azabicyclo[3.2.1]octan-3-yl)-4-isopropyl-3-methyl-5-(8-methyl-[1,2,4]triazolo[1,5-a]pyridin-6-yl)-6H-thieno[2,3-b]pyrrole hydrochloride Cl.C12CC(CC(CC1)N2)C2=C(C1=C(NC(=C1C(C)C)C=1C=C(C=3N(C1)N=CN3)C)S2)C